4,7,8-Trihydroxy-3-[(pyridin-4-yl)(4,7,8-trihydroxy-2-oxochromen-3-yl)methyl]-2H-chromen-2-one OC1=C(C(OC2=C(C(=CC=C12)O)O)=O)C(C=1C(OC2=C(C(=CC=C2C1O)O)O)=O)C1=CC=NC=C1